2,4-diiodo-1,3-benzenedicarboxamide IC1=C(C=CC(=C1C(=O)N)I)C(=O)N